ClS(=O)(=O)CCCOCCNC(OC(C)(C)C)=O tert-Butyl (2-(3-(chlorosulfonyl)propoxy)ethyl)carbamate